6-bromo-1-((2-(trimethylsilyl)ethoxy)methyl)-1H-indole-3-carboxylic acid methyl ester COC(=O)C1=CN(C2=CC(=CC=C12)Br)COCC[Si](C)(C)C